5-hydroxy-6-((s)-5H-imidazolo[5,1-a]isoindol-5-yl)-N-methyl-5,6,7,8-tetrahydronaphthalene-2-carboxamide OC1C=2C=CC(=CC2CCC1[C@@H]1N2C(C3=CC=CC=C13)=CN=C2)C(=O)NC